The molecule is a dipeptide composed of two L-glutamic acid units joined by a peptide linkage. It has a role as a Mycoplasma genitalium metabolite. It derives from a L-glutamic acid. C(CC(=O)O)[C@@H](C(=O)N[C@@H](CCC(=O)O)C(=O)O)N